6-cyclopropyl-1-isopropyl-1H-pyrazolo[3,4-d]pyrimidin-4-ol C1(CC1)C1=NC(=C2C(=N1)N(N=C2)C(C)C)O